2-[(3R,5R)-3,5-dimethylpiperazin-1-yl]-6-methoxyquinoxaline C[C@@H]1CN(C[C@H](N1)C)C1=NC2=CC=C(C=C2N=C1)OC